trans-N1-(5-fluoro-4-(3-(piperidin-1-yl)phenyl)pyrimidin-2-yl)cyclohexane-1,4-diamine FC=1C(=NC(=NC1)N[C@@H]1CC[C@H](CC1)N)C1=CC(=CC=C1)N1CCCCC1